1-ethyl-2-methylpyrrolidinium triflate [O-]S(=O)(=O)C(F)(F)F.C(C)[NH+]1C(CCC1)C